N-(2-(1-((2-(2,6-dioxopiperidin-3-yl)pyridin-4-yl)methyl)piperidin-4-yl)-6-methoxy-2H-indazol-5-yl)-6-(trifluoromethyl)nicotinamide O=C1NC(CCC1C1=NC=CC(=C1)CN1CCC(CC1)N1N=C2C=C(C(=CC2=C1)NC(C1=CN=C(C=C1)C(F)(F)F)=O)OC)=O